ClC(=O)OC(=O)Cl chloroformic anhydride